(S)-3-(4-methylpiperazin-1-yl)-6a,7,9,10-tetrahydropyrazino[1,2-d]pyrido[3,2-b][1,4]thiazin CN1CCN(CC1)C1=CC=2SC[C@H]3N(C2N=C1)CCNC3